C(=O)O.N1(N=CC=C1)CCN1N=C(C(=C1)C1=CN=C(N1C)C(=O)NC1=CC(=C(C=C1)C(=O)N1CCN(CC1)C(=O)C1CCNCC1)Cl)C(F)(F)F 5-(1-(2-(1H-pyrazol-1-yl)ethyl)-3-(trifluoromethyl)-1H-pyrazol-4-yl)-N-(3-chloro-4-(4-(piperidine-4-carbonyl)piperazine-1-carbonyl)phenyl)-1-methyl-1H-imidazole-2-carboxamide formate